(S)-1-(3-(benzothien-3-yl)-2-(dimethylamino)propyl)-3-(2-(thien-2-yl)ethyl)urea S1C=C(C2=C1C=CC=C2)C[C@@H](CNC(=O)NCCC=2SC=CC2)N(C)C